((2-(cyclohexylmethyl)-1,2,3,4-tetrahydroisoquinolin-7-yl)(isopropyl)amino)-1-methylpyridin-2(1H)-one C1(CCCCC1)CN1CC2=CC(=CC=C2CC1)N(C(C)C)C=1C(N(C=CC1)C)=O